O1C(=CC=C1)C(=O)OOC(=O)C=1OC=CC1 difuroyl peroxide